CCCOC(CCC)=O Butanoic acid 2-methyl-ethyl ester